C(C)(=O)N1CCC(CC1)COC1=CC(=C2C(NC(=NC2=C1)CSC1CCC(CC1)(C)O)=O)F 7-((1-Acetylpiperidin-4-yl)methoxy)-5-fluoro-2-((((cis)-4-hydroxy-4-methylcyclohexyl)thio)methyl)quinazolin-4(3H)-one